N-(1-methyl-1H-benzimidazol-2-yl)piperidine-1-carboxamide CN1C(=NC2=C1C=CC=C2)NC(=O)N2CCCCC2